C1(CC1)N(CCC=O)CC(C)C 3-[CYCLOPROPYL(2-METHYLPROPYL)AMINO]PROPANAL